C(C1=CC=CC=C1)N1CCN(CC1)C12CC(C1)(C2)C(=O)OC methyl 3-(4-benzylpiperazin-1-yl)bicyclo[1.1.1]pentane-1-carboxylate